[N+](=O)([O-])C1=CC=C(C=C1)C(C(CO)N)O 3-p-nitrophenyl-2-amino-1,3-propanediol